4-{3-[1-(3-aminopropyl)-3-methyl-1H-pyrazol-5-yl]-1H-1,2,4-triazol-5-yl}-1-methyl-1H-pyrazolo[4,3-c]pyridine-6-carboxamide NCCCN1N=C(C=C1C1=NNC(=N1)C1=NC(=CC2=C1C=NN2C)C(=O)N)C